BrC1=NC=CC(=N1)C(CC)NC(C1=C(C=C(C=C1)C1=NC(=CN=C1)OCC)F)=O N-(1-(2-bromopyrimidin-4-yl)propyl)-4-(6-ethoxypyrazin-2-yl)-2-fluorobenzamide